6-((2S)-2,5-diamino-4-hydroxypentyl)-5,8-dihydrobenzo[5,6]azepino[3,4-b]indol-7(6H)-one hydrochloride salt Cl.N[C@H](CN1C(C=2NC=3C=CC=CC3C2C2=C(C1)C=CC=C2)=O)CC(CN)O